1,3-bis(2,6-diisopropylphenyl)imidazole-2-one C(C)(C)C1=C(C(=CC=C1)C(C)C)N1C(N(C=C1)C1=C(C=CC=C1C(C)C)C(C)C)=O